N-[3-[2-(2-hydroxy-2-methylpropoxy)-6-(morpholin-4-yl)pyridin-4-yl]-4-methylphenyl]-3-(2,2,2-trifluoroethyl)-2,5-dihydropyrrole-1-carboxamide OC(COC1=NC(=CC(=C1)C=1C=C(C=CC1C)NC(=O)N1CC(=CC1)CC(F)(F)F)N1CCOCC1)(C)C